ethylene glycol monotert-butyl ether C(C)(C)(C)OCCO